2-[[5-isobutyl-1-[2-(trifluoromethoxy)-5-pyridyl]pyrazol-3-yl]amino]-5-(thiophen-2-yl)nicotinic acid C(C(C)C)C1=CC(=NN1C=1C=CC(=NC1)OC(F)(F)F)NC1=C(C(=O)O)C=C(C=N1)C=1SC=CC1